O=C(CNC(=O)C1C(C1)C(F)(F)F)CC1=CC=NC=C1 N-[2-oxo-3-(pyridin-4-yl)propyl]-2-(trifluoromethyl)cyclopropane-1-carboxamide